2,4-dichloro-6-(pyridin-2-yl)-1,3,5-triazine ClC1=NC(=NC(=N1)Cl)C1=NC=CC=C1